C(C)(C)(C)OC(=O)N1C[C@H](CC1)OC=1C=CC=2N=CN=C(C2N1)NC1=CC(=C(C=C1)O)Cl.ClC1=C(C=CC=C1)[C@]1(C(CCCC1)=O)NC (2R)-2-(2-chlorophenyl)-2-(methylamino)cyclohexane-1-one tert-Butyl-(3S)-3-[4-(3-chloro-4-hydroxy-anilino)pyrido[3,2-d]pyrimidin-6-yl]oxypyrrolidine-1-carboxylate